tert-butyl 3,3-dimethyl-4-(trifluoromethanesulfonyl)-2,6-dihydropyridine-1-carboxylate CC1(CN(CC=C1S(=O)(=O)C(F)(F)F)C(=O)OC(C)(C)C)C